OCC=C hydroxymethyl-ethylene